O=C1NC(CCC1N1C(C2=CC=CC(=C2C1)C#CCCCCCN1CCN(CC1)C1=CC=C(C(=O)N2CC(CC2)CCCCNC(\C=C\C=2C(=NC=CC2)F)=O)C=C1)=O)=O (E)-N-(4-(1-(4-(4-(7-(2-(2,6-dioxopiperidin-3-yl)-1-oxoisoindoline-4-yl)hept-6-yn-1-yl)piperazin-1-yl)benzoyl)pyrrolidin-3-yl)butyl)-3-(2-fluoropyridin-3-yl)acrylamide